FC(C=1C(=C(C=CC1)[C@@H](C)NC(=O)C1=CN(C(C=C1NC1CCN(C2(CC2)C1)C)=O)C1(CC1)C(F)F)F)F N-((R)-1-(3-(difluoromethyl)-2-fluorophenyl)ethyl)-1-(1-(difluoromethyl)cyclopropyl)-4-((4-methyl-4-azaspiro[2.5]octan-7-yl)amino)-6-oxo-1,6-dihydropyridine-3-carboxamide